C(CCCCCCCCCCCCCCCCC)(=O)[O-].C(CCC)O[Ti+](OCCCC)OCCCC tri-n-butoxytitanium monostearate